C1=CC(=CC=C1O)O[C@H]2[C@@H]([C@H]([C@@H]([C@H](O2)COC(=O)C3=CC(=C(C(=C3)O)O)O)O)OC(=O)C4=CC(=C(C(=C4)O)O)O)OC(=O)C5=CC(=C(C(=C5)O)O)O The molecule is a beta-D-glucoside compound having galloyl groups at positions 2, 3 and 6 and a 4-hydroxyphenyl substituent at the 1-position. Isolated from Eugenia hyemalis, it exhibits inhibitory activity against HIV-1. It has a role as a metabolite and an EC 3.1.26.13 (retroviral ribonuclease H) inhibitor. It is a gallate ester and a beta-D-glucoside. It derives from a hydroquinone O-beta-D-glucopyranoside.